bis-homoallylsilyl alcohol C(CC=C)[SiH](CCC=C)O